N-((5R,8R)-8-fluoro-2-(2-((1-methyl-1H-pyrazol-4-yl)amino)pyrimidin-4-yl)-6,7,8,9-tetrahydro-5H-benzo[7]annulen-5-yl)-5-(1-methylcyclopropyl)-1,2,4-oxadiazole-3-carboxamide F[C@@H]1CC[C@H](C2=C(C1)C=C(C=C2)C2=NC(=NC=C2)NC=2C=NN(C2)C)NC(=O)C2=NOC(=N2)C2(CC2)C